1-(5-((dimethylamino)methyl)-3-methylpyridin-2-yl)piperidin CN(C)CC=1C=C(C(=NC1)N1CCCCC1)C